FC(C(=O)O)(F)F.O1C(OCC1)C=1C=C(C(=NC1)C1=C2CCN(C2=CC=C1)C=1C=C(C=2N(N1)C(=CN2)C(=O)N[C@H]2C(C2)(F)F)NC)F (R)-6-(4-(5-(1,3-dioxolan-2-yl)-3-fluoropyridin-2-yl)indolin-1-yl)-N-(2,2-difluorocyclopropyl)-8-(methylamino)imidazo[1,2-b]pyridazine-3-carboxamide trifluoroacetate